C[C@H]1[C@@H]([C@H]([C@H]([C@@H](O1)O[C@H]2[C@H](O[C@H]([C@@H]([C@H]2O[C@H]3[C@@H]([C@H]([C@@H]([C@H](O3)CO)O[C@@H]4[C@@H]([C@@H]([C@H]([C@@H](O4)C)O)O[C@@H]5[C@@H]([C@H]([C@H]([C@H](O5)CO)O)O)O[C@H]6[C@@H]([C@H]([C@H]([C@H](O6)CO)O)O)O)O)O)O)NC(=O)C)OCCCCCN)CO)O)O)O The molecule is a branched hexasaccharide derivative consisting of a linear pentasaccharide unit of beta-D-galactose, alpha-D-galactose, beta-L-rhamnose, beta-D-glucose and N-acetyl-beta-D-galactosamine residues linked sequentially (1->2), (1->3), (1->4) and (1->3), to the N-acetylgalactosamine residue of which is also linked (1->4) an alpha-L-rhamnosyl residue, the whole linked glycosidically to a 5-aminopentyl group. It is a glycoside and a hexasaccharide derivative.